(R)-1-(4-fluoro-2-(1H-tetrazol-5-yl)phenyl)pentan-1-ol FC1=CC(=C(C=C1)[C@@H](CCCC)O)C1=NN=NN1